BrC1=C(C(=C(C=C1F)F)F)S(=O)(=O)NCC(=O)OC(C)(C)C tert-butyl ((2-bromo-3,5,6-trifluorophenyl)sulfonyl)glycinate